O=CCN1CCN(CCN(CCN(CC1)CC=O)CC=O)CC(=O)O 2-(4,7,10-tris(2-oxo-ethyl)-1,4,7,10-tetraazacyclododecane-1-yl)acetic acid